CN1C(C2=CC=C(C=C2C(=C1)I)C)=O 2,6-dimethyl-4-iodoisoquinolin-1(2H)-one